1,2,3,4,5,6,7,8-octahydro-1,1,6,7-tetramethylnaphthalene CC1(CCCC=2CC(C(CC12)C)C)C